3-{1-[3-(4-{4-fluoro-2-[(3R)-3-methylmorpholine-4-carbonyl]phenyl}-1-methyl-1H-indazol-6-yl)azetidin-1-yl]-2-methylpropyl}-N-(2-methoxyethyl)-N-methylcyclobutane-1-amine FC1=CC(=C(C=C1)C1=C2C=NN(C2=CC(=C1)C1CN(C1)C(C(C)C)C1CC(C1)N(C)CCOC)C)C(=O)N1[C@@H](COCC1)C